6-Bromo-N-[3-chloro-4-[(6-fluoro-2-pyridyl)methoxy]phenyl]quinazolin-4-amine BrC=1C=C2C(=NC=NC2=CC1)NC1=CC(=C(C=C1)OCC1=NC(=CC=C1)F)Cl